Cl.C1(CC1)CNC1=C2C(=NC(=C1)N)C=C(S2)C2=CC=NN2 N7-(cyclopropylmethyl)-2-(1H-pyrazol-5-yl)thieno[3,2-b]pyridine-5,7-diamine hydrochloride